C(C)OC([C@@H](NC([C@]1(N(CCC1)C(CN)=O)C)=O)CCC(=O)O)=O glycyl-L-2-methyl-prolyl-L-glutamic acid alpha-ethyl ester